N-(4,4-difluorotetrahydrofuran-3-yl)-2-methyl-5-((1-methyl-1H-pyrazol-5-yl)methoxy)benzofuran-3-carboxamide FC1(C(COC1)NC(=O)C1=C(OC2=C1C=C(C=C2)OCC2=CC=NN2C)C)F